16-Hydroxypregn-4-ene OC1[C@H](CC)[C@]2(CC[C@@H]3[C@]4(CCCC=C4CC[C@H]3[C@@H]2C1)C)C